1-((3aR,5r,6aS)-5-((5-(1-(2,2-difluoroethyl)-4-fluoro-2-methyl-1H-benzo[d]imidazol-6-yl)-7H-pyrrolo[2,3-d]pyrimidin-2-yl)amino)hexahydrocyclopenta[c]pyrrol-2(1H)-yl)ethan-1-one FC(CN1C(=NC2=C1C=C(C=C2F)C2=CNC=1N=C(N=CC12)NC1C[C@@H]2[C@@H](CN(C2)C(C)=O)C1)C)F